phosphorylphenylalaninate P(=O)#C[C@H](NC1=CC=CC=C1)C(=O)[O-]